(7-(7-chloro-4-(5-(((tetrahydro-2H-pyran-2-yl)oxy)methyl)tetrahydrofuran-3-yl)-3,4-dihydro-2H-benzo[b][1,4]oxazin-5-yl)thieno[3,2-b]pyridin-2-yl)methanol ClC=1C=C(C2=C(OCCN2C2COC(C2)COC2OCCCC2)C1)C1=C2C(=NC=C1)C=C(S2)CO